4-nitrophenyl ((1R,2R)-2-(pyridin-2-yldisulfaneyl)cyclopentyl) carbonate C(OC1=CC=C(C=C1)[N+](=O)[O-])(O[C@H]1[C@@H](CCC1)SSC1=NC=CC=C1)=O